2-methyl-5-(7-{6-[methyl(2,2,6,6-tetramethylpiperidin-4-yl)amino]pyridazin-3-yl}-1,3-benzothiazol-4-yl)pyridazin-3-one CN1N=CC(=CC1=O)C1=CC=C(C2=C1N=CS2)C=2N=NC(=CC2)N(C2CC(NC(C2)(C)C)(C)C)C